butynyl-cyclohexanol C(#CCC)C1(CCCCC1)O